1-(2,5-dichlorophenyl)-3-[1-(4-fluorophenyl)-5-oxopyrrolidin-3-yl]thiourea ClC1=C(C=C(C=C1)Cl)NC(=S)NC1CN(C(C1)=O)C1=CC=C(C=C1)F